ClC1=C(C(=O)NC2=NN(C=C2)C2=C(C=CC=C2C)C)C=CC=C1 2-chloro-N-[1-(2,6-dimethylphenyl)-1H-pyrazol-3-yl]benzamide